NCCN(CCN)CCN tris[2-aminoethyl]amine